ClC1=NSC(=N1)N[C@@H]1CC[C@@]2(CO[C@H]1O2)CO (1S,2R,3R,4R,5S)-4-((3-chloro-1,2,4-thiadiazol-5-yl)amino)-1-(hydroxymethyl)-6,8-dioxabicyclo[3.2.1]octane